FC1(CN(CC1C1=CC=C(C=C1)OC)C=1C=2N(N=C(C1)C=1C(NC(NC1)=O)=O)C=CN2)F 5-[8-[3,3-difluoro-4-(4-methoxyphenyl)pyrrolidin-1-yl]imidazo[1,2-b]pyridazin-6-yl]-1H-pyrimidine-2,4-dione